Ethyl 7-(cyclopentyloxy)-2-(1-methyl-2-oxabicyclo[2.2.1]heptan-4-yl)imidazo[1,2-a]pyrimidine-6-carboxylate C1(CCCC1)OC1=NC=2N(C=C1C(=O)OCC)C=C(N2)C21COC(CC2)(C1)C